3,4-dihydro-2H-benzo[b][1,4]oxathiepine-7-carboxylic acid methyl ester COC(=O)C1=CC2=C(OCCCS2)C=C1